COC(=O)C1=NC(=C(C=C1N(C(=O)OC(C)(C)C)C(=O)OC(C)(C)C)C(F)(F)F)N1C(CCC1)CC=C 6-(2-allyl-pyrrolidin-1-yl)-3-[bis(t-butoxycarbonyl)amino]-5-(trifluoromethyl)pyridine-2-carboxylic acid methyl ester